S(=S)(=O)(OOOCCC)OCCC.[Na] Sodium Propoxyhydroxy propyl Thiosulfate